NC1=C(C(=NC=N1)OC1=C(C=C(C=C1)NC(=O)C1=NN(C=C1)C1=CC=CC=C1)F)Cl N-[4-(6-amino-5-chloro-pyrimidin-4-yl)oxy-3-fluorophenyl]-1-phenyl-pyrazole-3-carboxamide